3-(4-chlorophenyl)-2-((5-chloropyridin-2-yl)methyl)-4-fluoro-3-((1-(hydroxymethyl)cyclopropyl)methoxy)-6-(2-hydroxypropan-2-yl)isoindolin-1-one ClC1=CC=C(C=C1)C1(N(C(C2=CC(=CC(=C12)F)C(C)(C)O)=O)CC1=NC=C(C=C1)Cl)OCC1(CC1)CO